(E)-1-(4-((4-([1,2,4]triazolo[1,5-a]pyridin-7-yloxy)-3-methylphenyl)amino)pyrido[3,2-d]pyrimidin-6-yl)-3-(2-(azetidin-1-yl)ethylidene)pyrrolidin-2-one N=1C=NN2C1C=C(C=C2)OC2=C(C=C(C=C2)NC=2C1=C(N=CN2)C=CC(=N1)N1C(/C(/CC1)=C/CN1CCC1)=O)C